NC=1N=C(SC1C(=O)C1=CC(=NO1)C(=O)NC1CC1)N(C1=CC=C(C=C1)F)[C@@H](C(=O)N)C |r| rac-5-[4-Amino-2-(N-(2-amino-1-methyl-2-oxoethyl)-4-fluoroanilino)thiazol-5-carbonyl]-N-cyclopropylisoxazol-3-carboxamid